((5-chloro-6-(5-methyloxazol-2-yl)-1-(phenyl-sulfonyl)-1H-indol-2-yl)methyl)acetamide ClC=1C=C2C=C(N(C2=CC1C=1OC(=CN1)C)S(=O)(=O)C1=CC=CC=C1)CCC(=O)N